[3-[(2,3-dihydroxypropyl)(3-butyloxypropyl)amino]propyl]stearamide tert-butyl-3-(5-fluoro-1,3-dioxo-2,3-dihydro-1H-isoindol-2-yl)-2-oxopiperidine-1-carboxylate C(C)(C)(C)OC(=O)N1C(C(CCC1)N1C(C2=CC=C(C=C2C1=O)F)=O)=O.OC(CN(CCCC(C(=O)N)CCCCCCCCCCCCCCCC)CCCOCCCC)CO